hexamethyl-chloromethoxytrisilane potassium 5-(tert-butyl)-1,3,4-oxadiazole-2-carboxylate C(C)(C)(C)C1=NN=C(O1)C(=O)[O-].[K+].C[SiH]([Si]([Si](OCCl)(C)C)(C)C)C